(4-(Pyridin-2-yl)tetrahydro-2H-pyran-4-yl)methanol N1=C(C=CC=C1)C1(CCOCC1)CO